NC1=C(C(=NN1CC1C(C1)(F)F)Br)C#N amino-3-bromo-1-(2,2-difluorocyclopropylmethyl)-1H-pyrazole-4-carbonitrile